C(C)SC1=NN=C2N1C=C(C=C2)N 3-(ethylthio)-6-amino-[1,2,4]triazolo[4,3-a]pyridine